1,2-bis(triethoxysilyl)acetylene silicon [Si].C(C)O[Si](C#C[Si](OCC)(OCC)OCC)(OCC)OCC